COC1=C(C=CC(=N1)C=1C=NC=C(C1)N1N=CC=C1)NC(=O)C=1C(=NOC1C)C1=CC=CC=C1 (6-methoxy-5'-(1H-pyrazol-1-yl)-[2,3'-bipyridyl]-5-yl)-5-methyl-3-phenylisoxazole-4-carboxamide